3-methyl-1-(3-sulfophenyl)-5-pyrazolone CC1=NN(C(C1)=O)C1=CC(=CC=C1)S(=O)(=O)O